methyl-N-(5-formyl-2-(methylthio)pyrimidin-4-yl)-N-(oxetan-3-yl)glycine CC(N(C1COC1)C1=NC(=NC=C1C=O)SC)C(=O)O